FC(C1=CC(=C(N=N1)OC)C1=CC(=NC=C1C(=O)NC=1SC2=C(N1)CN(C2)C(C2=NC=C(C=C2)C(F)F)=O)C)F 4-(6-(difluoromethyl)-3-methoxypyridazin-4-yl)-N-(5-(5-(difluoromethyl)picolinoyl)-5,6-dihydro-4H-pyrrolo[3,4-d]thiazol-2-yl)-6-methylnicotinamide